C(=C/F)\C(F)F 3-trifluoropropene